OC(=C(C(=O)O)O)C(=C)[C@H]1CC[C@H]2[C@@H]3CCC4CC(CC[C@]4(C)[C@H]3CC[C@]12C)=O Dihydroxy-3-oxocholadienic acid